C(C)(C)(C)N(C(O)=O)C=1C(=NN2C1C=CC=C2)C.C(#N)C(C)C=2C=C(C(=O)NC1=CC(=C(C=C1)C)N1N=CC(=C1)C=1C=NC=C(C1)C(=O)N1CCN(CC1)C)C=CC2 3-(1-cyanoethyl)-N-(4-methyl-3-(4-(5-(4-methylpiperazine-1-carbonyl)pyridin-3-yl)-1H-pyrazol-1-yl)phenyl)benzamide tert-butyl-(2-methylpyrazolo[1,5-a]pyridin-3-yl)carbamate